F[C@@H]1[C@@H](C1)NC(=O)C=1C=NN2C1N=C(C=C2NC)C2=NN(C1=NC=CC=C12)C1CCOCC1 N-((1R,2S)-2-fluorocyclopropyl)-7-(methylamino)-5-(1-(tetrahydro-2H-pyran-4-yl)-1H-pyrazolo[3,4-b]pyridin-3-yl)pyrazolo[1,5-a]pyrimidine-3-carboxamide